NC1=C2C(=NC=N1)N(N=C2C=2C=CC1=C(N=C(O1)N)C2)CC2=CC=C(CNC(OC(C)(C)C)=O)C=C2 tert-butyl 4-((4-amino-3-(2-aminobenzo[d]oxazol-5-yl)-1H-pyrazolo[3,4-d]pyrimidin-1-yl)methyl)benzylcarbamate